FC(C(=O)O)=C 2-fluoropropenoic acid